FC1=C(C(=CC=C1)F)C(=O)C1=CC(=CC(=C1)C)CC1=CC(=CC(=C1)C)C 2,6-difluorophenyl-[3-[(3,5-dimethylphenyl)methyl]-5-methylphenyl]methanone